FC=1C=CC(=NC1)CN1C(C(=CC2=CC(=CN=C12)C(=C)C)C(=O)O)=O 1-((5-fluoropyridin-2-yl)methyl)-2-oxo-6-(prop-1-en-2-yl)-1,2-dihydro-1,8-naphthyridine-3-carboxylic acid